4-(tert-butyl-dimethyl-siloxy)phenylboric acid C(C)(C)(C)[Si](OC1=CC=C(C=C1)OB(O)O)(C)C